2-(2-bromophenyl)quinoline-7-carbonyl chloride BrC1=C(C=CC=C1)C1=NC2=CC(=CC=C2C=C1)C(=O)Cl